tert-butyl 7-(2-aminothiazol-5-yl)-4,7-diazaspiro[2.5]octane-4-carboxylate NC=1SC(=CN1)N1CCN(C2(CC2)C1)C(=O)OC(C)(C)C